tertamyl peroxyisobutyrate C(C(C)C)(=O)OOC(C)(C)CC